N=1NC(N2C=NC=CC21)=O 1,2,4-triazolo[4,3-c]pyrimidin-3-one